BrCC1=C(C(=O)OC)C=C(C=C1C(F)(F)F)CN1C[C@H](CCC1)C methyl 2-(bromomethyl)-5-{[(3S)-3-methylpiperidin-1-yl]methyl}-3-(trifluoromethyl)benzoate